CC1=C(C=C(OCCCCO)C=C1)B1OC(C(O1)(C)C)(C)C 4-(4-methyl-3-(4,4,5,5-tetramethyl-1,3,2-dioxaborolane-2-yl)phenoxy)butan-1-ol